(4-(1H-indol-3-yl)-5,6,7,8-tetrahydropyrido[3,4-d]pyrimidin-2-yl)morpholine N1C=C(C2=CC=CC=C12)C=1C2=C(N=C(N1)N1CCOCC1)CNCC2